methyl 4-(4-bromo-3-(trifluoromethyl) phenyl)-4-oxobutanoate BrC1=C(C=C(C=C1)C(CCC(=O)OC)=O)C(F)(F)F